2'-{6-amino-5-[(1R)-1-(3-methylphenyl)ethoxy]pyridin-3-yl}-N-ethyl-5',6'-dihydrospiro[pyrrolidine-3,4'-pyrrolo[1,2-b]pyrazole]-1-carboxamide NC1=C(C=C(C=N1)C=1C=C2N(N1)CCC21CN(CC1)C(=O)NCC)O[C@H](C)C1=CC(=CC=C1)C